2-((2-(4-(4-ethoxy-4-oxobutyl)piperidin-1-yl)pyrimidin-5-yl)oxy)acetic acid C(C)OC(CCCC1CCN(CC1)C1=NC=C(C=N1)OCC(=O)O)=O